3-(5-(((1-(3-Cyano-4-(4-cyano-3-fluorophenyl)-5-(3-hydroxy-4-methoxyphenyl)pyridin-2-yl)piperidin-4-yl)amino)methyl)pyridin-2-yl)-N-hydroxypropanamide formate C(=O)O.C(#N)C=1C(=NC=C(C1C1=CC(=C(C=C1)C#N)F)C1=CC(=C(C=C1)OC)O)N1CCC(CC1)NCC=1C=CC(=NC1)CCC(=O)NO